N,N-diethylaminoethanol caproate C(CCCCC)(=O)OC(C)N(CC)CC